1-[(1R,3S)-3-{[6-chloro-2-(trifluoromethyl)quinolin-4-yl]amino}cyclohexyl]-3-methyl-3-[(3R)-oxolan-3-yl]urea ClC=1C=C2C(=CC(=NC2=CC1)C(F)(F)F)N[C@@H]1C[C@@H](CCC1)NC(=O)N([C@H]1COCC1)C